CC12CCCC(C2CCC1C(C)CCCC(C)C)=CC=C1CC(CCC1=C)O 3-[2-[7a-Methyl-1-(6-methylheptan-2-yl)-2,3,3a,5,6,7-hexahydro-1H-inden-4-ylidene]ethylidene]-4-methylidene-cyclohexan-1-ol